2-methyl-1,15-pentadecanediol CC(CO)CCCCCCCCCCCCCO